NC1C2=CC=CC=C2CC12CCN(CC2)[C@]2(C=CC(=CN2)C(=C)C2=NNCC2)CCO (S)-6-(1-amino-1,3-dihydrospiro[indene-2,4'-piperidine]-1'-yl)-3-(1-(6-(2-hydroxyethyl)pyridin-3-yl)vinyl)-1,5-dihydro-4H-pyrazole